C(C)N(C1=NC(=NS1)C1=NC=C(C=C1)OC(C)C)C1=NC=CC=C1C N-ethyl-3-(5-isopropoxypyridin-2-yl)-N-(3-methylpyridin-2-yl)-1,2,4-thiadiazol-5-amine